(S)-2-(5-((4-((2-Chloro-5-((4-(methylsulfonyl)phenyl)ethynyl)pyridin-4-yl)amino)butan-2-yl)oxy)-1,3-dimethyl-1H-pyrazol-4-yl)pyrimidin-4-amine ClC1=NC=C(C(=C1)NCC[C@H](C)OC1=C(C(=NN1C)C)C1=NC=CC(=N1)N)C#CC1=CC=C(C=C1)S(=O)(=O)C